Yttrium triflate [O-]S(=O)(=O)C(F)(F)F.[Y+3].[O-]S(=O)(=O)C(F)(F)F.[O-]S(=O)(=O)C(F)(F)F